OC1=C2C(CC(C2=C(C=C1)O)=O)C 4,7-dihydroxy-3-methyl-1-indanone